N(=C=O)CC(C)N=C=O 1,2-diisocyanato-propane